O[C@H](CC)C1=CC(=C(C=N1)C=1C(=NC2=CC=NC=C2C1)C(=O)NC)C 3-(6-((R)-1-hydroxypropyl)-4-methylpyridin-3-yl)-N-methyl-1,6-naphthyridine-2-carboxamide